CC=1C=NC(=NC1)C1=C(C=CC=C1)C1=CC=CC=C1 (5-methyl-pyrimidin-2-yl)-biphenyl